(2S,11aS)-8-(Benzyloxy)-2,7-dimethoxy-1,2,3,11a-tetrahydro-5H-benzo[e]pyrrolo[1,2-a][1,4]diazepine-5,11(10H)-dione C(C1=CC=CC=C1)OC=1C(=CC2=C(NC([C@H]3N(C2=O)C[C@H](C3)OC)=O)C1)OC